C(C)(C)(C)[Si](C)(C)OC(CC1=C(C=C(C=C1)Cl)B1O[C@]2([C@@H]3C([C@H](C[C@H]2O1)C3)(C)C)C)C3CC3 tert-butyl(2-{4-chloro-2-[(1S,2S,6R,8S)-2,9,9-trimethyl-3,5-dioxa-4-boratricyclo[6.1.1.02,6]decan-4-yl]phenyl}-1-cyclopropylethoxy)dimethylsilane